C(#N)[C@H](CCC)NC(C1=CC=C(C=C1)C1=NC(=NC=C1C)NC=1C=NN(C1)C1CCN(CC1)C)=O (S)-N-(1-cyanobutyl)-4-(5-methyl-2-((1-(1-methylpiperidin-4-yl)-1H-pyrazol-4-yl)amino)pyrimidin-4-yl)benzamide